1-benzoyl-N-(6-(1-methyl-1H-pyrazol-4-yl)isoquinolin-3-yl)piperidine-4-carboxamide C(C1=CC=CC=C1)(=O)N1CCC(CC1)C(=O)NC=1N=CC2=CC=C(C=C2C1)C=1C=NN(C1)C